C(OC(C1=CC(OC2=CC(=CC=C12)N(CC)CC)=O)C1CC1)(OC1=CC=C(C=C1)[N+](=O)[O-])=O Cyclopropyl(7-(diethylamino)-2-oxo-2H-chromen-4-yl)methyl (4-nitrophenyl) carbonate